C1(=CC=CC=C1)[Ge](C)(C)Cl phenyl-dimethyl-germanium chloride